BrC=1C(=C2C(=CC1)NC1=C2CCN2C[C@H]([C@H](CC12)/C(/C(=O)OC)=C\OC)CC)OC Methyl (E)-2-((2S,3S)-9-bromo-3-ethyl-8-methoxy-1,2,3,4,6,7,12,12b-octahydroindolo[2,3-a]quinolizin-2-yl)-3-methoxyacrylate